dimethoxyphosphonoacetic acid n-propyl ester [propyl-2-dimethoxyphosphorylacetate] C(CC)C(C(=O)O)P(=O)(OC)OC.C(CC)OC(CP(=O)(OOC)OOC)=O